F[C@H]\1[C@@H]2C=C[C@H](C/C1=C\C=1N=NC(=CN1)C1=C(C=C(C=C1)C1=CC(=NC=C1)OC)O)N2 2-(3-((E)-((1S,2R,5S)-2-fluoro-8-azabicyclo[3.2.1]oct-6-en-3-ylidene)methyl)-1,2,4-triazin-6-yl)-5-(2-methoxypyridin-4-yl)phenol